(R)-tert-butyl 3-(4-(quinolin-4-yl)piperazine-1-carbonyl)pyrrolidine-1-carboxylate N1=CC=C(C2=CC=CC=C12)N1CCN(CC1)C(=O)[C@H]1CN(CC1)C(=O)OC(C)(C)C